C(C)OC(=O)C1=C(C(=NN1C1CC(CCC1)O[Si](C1=CC=CC=C1)(C1=CC=CC=C1)C(C)(C)C)C1=CC=C(C=C1)Br)I (4-bromophenyl)-1-(3-((tert-butyldiphenylsilyl)oxy)cyclohexanyl)-4-iodo-1H-pyrazole-5-carboxylic acid ethyl ester